pyrrole mercury salt [Hg].N1C=CC=C1